(3-(1-((4-methyl-4H-1,2,4-triazol-3-yl)thio)ethyl)phenyl)-3,4-dihydroquinoline-1(2H)-carboxamide CN1C(=NN=C1)SC(C)C=1C=C(C=CC1)C1N(C2=CC=CC=C2CC1)C(=O)N